4-(4-chlorobenzyl)piperidine-4-carbonitrile ClC1=CC=C(CC2(CCNCC2)C#N)C=C1